C1(=CC=CC2=CC3=CC=CC=C3C=C12)B(F)F anthryl-boron fluoride